Racemic-N-(1-(6,7-difluoro-1-oxo-1,2-dihydroisoquinolin-4-yl)ethyl)-5,6-difluoro-N-methyl-1H-benzo[d]imidazole-2-carboxamide FC=1C=C2C(=CNC(C2=CC1F)=O)[C@@H](C)N(C(=O)C1=NC2=C(N1)C=C(C(=C2)F)F)C |r|